C1(CC1)S(=O)(=O)N1N=CC(=C1)C1=NC=CC(=N1)C1(NC=C(C(=C1)NC1CCC(CC1)NCCF)C=1N=C(SC1)N1CCOCC1)N 2-(2-(1-(Cyclopropylsulfonyl)-1H-pyrazol-4-yl)pyrimidin-4-yl)-N4-((1s,4s)-4-((2-fluoroethyl)amino)cyclohexyl)-5-(2-morpholinothiazol-4-yl)pyridine-2,4-diamine